2-fluoro-N-[2-[3-(2-hydroxyethylcarbamoyl)phenyl]thieno[3,2-c]pyridin-4-yl]-4-(1-methyltriazol-4-yl)-N-[(3R)-3-piperidyl]benzamide FC1=C(C(=O)N([C@H]2CNCCC2)C2=NC=CC3=C2C=C(S3)C3=CC(=CC=C3)C(NCCO)=O)C=CC(=C1)C=1N=NN(C1)C